6-(7-azabicyclo[2.2.1]hept-7-yl)-2-[(4-methylthiazol-5-yl)amino]pyridine-3-carbonitrile C12CCC(CC1)N2C2=CC=C(C(=N2)NC2=C(N=CS2)C)C#N